(2S)-2-(((S)-3-(3-chloro-5-fluorophenyl)-3-(4-isopropylpiperazin-1-yl)propyl)(methyl)amino)-2-(3-methyl-2-((1r,4S)-4-((1,1,1-trifluoropropan-2-yl)oxy)cyclohexyl)phenyl)acetic acid ClC=1C=C(C=C(C1)F)[C@H](CCN([C@H](C(=O)O)C1=C(C(=CC=C1)C)C1CCC(CC1)OC(C(F)(F)F)C)C)N1CCN(CC1)C(C)C